BrC1=C2C=CNC2=C(C=C1C)C 4-bromo-5,7-dimethylindole